4-(((3-(2-(dimethylamino)ethyl)-1H-indol-4-yl)oxy)methoxy)-4-oxobutanoic acid trifluoroacetate salt FC(C(=O)O)(F)F.CN(CCC1=CNC2=CC=CC(=C12)OCOC(CCC(=O)O)=O)C